CC=1C=C(C=CC1C)NC1N(C(=NC(=N1)N)N1CCOCC1)C1=CC(=CC=C1)C(F)(F)F N-(3,4-Dimethylphenyl)-6-morpholin-4-yl-N1-(3-trifluoromethylphenyl)-[1,3,5]triazine-2,4-diamine